CNC1=C(C(=O)SCCNC(CCNC([C@@H](C(COP(OP(OC[C@@H]2[C@H]([C@H]([C@@H](O2)N2C=NC=3C(N)=NC=NC23)O)OP(=O)(O)O)(=O)O)(=O)O)(C)C)O)=O)=O)C=CC=C1 2-(methylamino)benzoyl-CoA